C(C)(C)C=1C=CC=NC1OC 5-isopropyl-6-methoxypyridine